F[C@@H]1CN(CC[C@H]1NC1=NN2C(C=N1)=C(N=C2C(C)CC)C(F)(F)F)C(=O)OC(C)(C)C tert-butyl (3R,4R)-3-fluoro-4-{[7-(sec-butyl)-5-(trifluoromethyl)imidazo[4,3-f][1,2,4]triazin-2-yl]amino}piperidine-1-carboxylate